N1=CC=CC2=CN=CC(=C12)C=O [1,6]NAPHTHYRIDINE-8-CARBALDEHYDE